2-(2H-benzotriazol-2-yl)-4,6-bis(1,1-dimethylethyl)-4-methylphenol N=1N(N=C2C1C=CC=C2)C2=C(C(=CC(C2)(C)C(C)(C)C)C(C)(C)C)O